OC1(CCC1)CNS(=O)(=O)C=1C=NN2C1CN(CC2)C(=O)C=2NC1=CC=CC=C1C2 N-[(1-hydroxycyclobutyl)methyl]-5-(1H-indole-2-carbonyl)-4H,5H,6H,7H-pyrazolo[1,5-a]pyrazine-3-sulfonamide